C(C)(C)(C)OC(=O)NC=1C=C(C(=NC1)C=1C=NN(C1C(=O)OC)C)F methyl 4-(5-((tert-butoxycarbonyl) amino)-3-fluoropyridin-2-yl)-1-methyl-1H-pyrazole-5-carboxylate